3-(1-(5-fluoro-2-iodophenyl)ethoxy)-2-nitropyridine FC=1C=CC(=C(C1)C(C)OC=1C(=NC=CC1)[N+](=O)[O-])I